C1(CC1)OC1=C(C(NC(N1)=O)=O)C1=CC=CC=C1 Cyclopropan-oxyphenyluracil